1,8-dihydroxy-4-[4-(2-hydroxyethyl)anilino]-5-nitroanthracene-9,10-quinone OC1=CC=C(C=2C(C3=C(C=CC(=C3C(C12)=O)O)[N+](=O)[O-])=O)NC1=CC=C(C=C1)CCO